C(=CC)C1CC=2C1=CC=CC2 1-propenyl-benzocyclobutene